N=1C=CN2C1C=C(C=C2)OCC21COC(C2)(C1)CNC=1C=2C=CN=C(C2C=CC1)N 5-N-[[4-(Imidazo[1,2-a]pyridin-7-yloxymethyl)-2-oxabicyclo[2.1.1]hexan-1-yl]methyl]isoquinoline-1,5-diamine